C(C)(C)N1C2CN(CC2C1)C1=CN=C2C=CC=NC2=C1 7-(6-isopropyl-3,6-diazabicyclo[3.2.0]heptan-3-yl)-1,5-naphthyridine